F[C@H]1[C@@H](CNC1=O)C (2S,3R,4S)-4-fluoro-3-methyl-5-oxopyrrolidin